(1S,4s)-4-(8-(4-chloro-2,6-difluorophenylamino)-2-((R)-1-tosylpiperidin-3-ylamino)-9H-purin-9-yl)cyclohexanecarboxamide ClC1=CC(=C(C(=C1)F)NC=1N(C2=NC(=NC=C2N1)N[C@H]1CN(CCC1)S(=O)(=O)C1=CC=C(C)C=C1)C1CCC(CC1)C(=O)N)F